guanosine 3',5'-bispyrophosphate P(O)(=O)(OP(=O)(O)O)O[C@H]1[C@H]([C@@H](O[C@@H]1COP(O)(=O)OP(=O)(O)O)N1C=NC=2C(=O)NC(N)=NC12)O